C1=CC=CC=2C3=CC=CC=C3C(C12)COC(=O)N[C@H](C(=O)O)CC1=C(C=C(C=C1)C(=O)OC(C)(C)C)I (S)-2-((((9H-fluoren-9-yl)methoxy)carbonyl)amino)-3-(4-(tert-butoxycarbonyl)-2-iodophenyl)propanoic acid